4'-((2-butyl-4-oxo-1,3-diazaspiro[4.4]non-1-en-3-yl)methyl)-N-(4-chloro-5-methylisoxazol-3-yl)-2'-((trifluoromethoxy)methyl)-[1,1'-biphenyl]-2-sulfonamide C(CCC)C1=NC2(C(N1CC1=CC(=C(C=C1)C=1C(=CC=CC1)S(=O)(=O)NC1=NOC(=C1Cl)C)COC(F)(F)F)=O)CCCC2